3,4-difluoro-2-(phenylamino)benzoic acid methyl ester COC(C1=C(C(=C(C=C1)F)F)NC1=CC=CC=C1)=O